(tert-butyl 2-((5-(3-((tert-butyldimethylsilyl) oxy) prop-1-yn-1-yl)-6-chloropyrimidin-4-yl) amino) ethyl) carbamate C(N)(OCC(NC1=NC=NC(=C1C#CCO[Si](C)(C)C(C)(C)C)Cl)C(C)(C)C)=O